[C@H](C)(CC)[C@@H]1N(CC2=C(NC1=O)C=CC=C2)C(=O)NC2=CN(C(C=C2)=O)CC2CC2 (S)-3-((S)-sec-butyl)-N-(1-(cyclopropylmethyl)-6-oxo-1,6-dihydropyridin-3-yl)-2-oxo-1,2,3,5-tetrahydro-4H-benzo[e][1,4]diazepine-4-carboxamide